(E)-2-(3-(2-cyano-2-(6-methoxy-3H-imidazo[4,5-c]pyridin-2-yl)vinyl)-2,5-dimethyl-1H-pyrrol-1-yl)-5-(trifluoromethyl)thiophene-3-carbonitrile C(#N)\C(=C/C1=C(N(C(=C1)C)C=1SC(=CC1C#N)C(F)(F)F)C)\C1=NC2=C(C=NC(=C2)OC)N1